N1=C2C(=NC=C1)NC(C21CC2(C1)CCC(CC2)=O)=O dispiro[cyclohexane-1,1'-cyclobutane-3',7''-pyrrolo[2,3-b]pyrazine]-4,6''(5''H)-dione